(S)-2-((bis(4-methoxyphenyl)(phenyl)methyl)amino)propanamide COC1=CC=C(C=C1)C(C1=CC=CC=C1)(C1=CC=C(C=C1)OC)N[C@H](C(=O)N)C